COC1=CC(=CC(=C1OC)OC)C2=CC(=O)C3=C(C=C(C=C3O2)O)[O-] The molecule is the conjugate base of 3',4',5'-O-trimethyltricetin arising from selective deprotonation of the 7-OH position; major species at pH 7.3. It is a conjugate base of a 3',4',5'-O-trimethyltricetin.